(1S,4R)-bicyclo[2.2.1]heptane-2-sulfonyl chloride [C@H]12C(C[C@H](CC1)C2)S(=O)(=O)Cl